5-Fluoro-1H-indole-2-carboxylic acid isobutyl ester C(C(C)C)OC(=O)C=1NC2=CC=C(C=C2C1)F